FC(OC=1C=C2NC(C=3N(C2=C(C1C1=C2C=CN(C2=CC=C1)CCOC)F)C(=NN3)C)(C)C)F 7-(Difluoro-methoxy)-9-fluoro-8-[1-(2-methoxy-ethyl)-1H-indol-4-yl]-1,4,4-trimethyl-5H-[1,2,4]triazolo[4,3-a]quinoxaline